FC=1C=C(CC2=C3N(C=C(N2)C2=C(C=CC=C2)F)C(C(=N3)CC=3OC(=CC3)C)=O)C=CC1 8-(3-fluorobenzyl)-6-(2-fluorophenyl)-2-((5-methylfuran-2-yl)methyl)imidazo[1,2-a]pyrazin-3(7H)-one